4-(Isopropylamino)-1-phenyl-7-(trifluoromethyl)quinazolin-2(1H)-one C(C)(C)NC1=NC(N(C2=CC(=CC=C12)C(F)(F)F)C1=CC=CC=C1)=O